2-(2-((tert-butylsulfinyl)amino)-2-ethylbutyl)-6-methoxynicotinic acid ethyl ester C(C)OC(C1=C(N=C(C=C1)OC)CC(CC)(CC)NS(=O)C(C)(C)C)=O